CC1N(C2=CC=CC=C2C1)S(=O)(=O)C1=CC=C(C(=O)O)C=C1 4-((2-methylindolin-1-yl)sulfonyl)benzoic acid